NC1=NC=CC(=C1OC)C=1C(=NC=CN1)C(=O)N(C)C (2-amino-3-methoxypyridin-4-yl)-N,N-dimethylpyrazine-2-carboxamide